ClC1=CC=C(CNC(=O)C2=NC=C3N2CCN(C3=O)CC3(CC3)S(=O)(=O)C(C)(C)C=3N=NN(N3)C)C=C1 N-(4-chlorobenzyl)-7-((1-((2-(2-methyl-2H-tetrazol-5-yl)propan-2-yl)sulfonyl)cyclopropyl)methyl)-8-oxo-5,6,7,8-tetrahydroimidazo[1,5-a]pyrazine-3-carboxamide